N1=CC=CC=2C=CC=3N(C12)CC=NC3 pyrazino[1,2-a][1,8]naphthyridin